3-(4-((Boc)amino)phenyl)-5,6,7,8-tetrahydroindolizine-1-carboxylic acid C(=O)(OC(C)(C)C)NC1=CC=C(C=C1)C1=CC(=C2CCCCN12)C(=O)O